2-((1s,3s)-3-((tert-butyldimethylsilyl)oxy)cyclobutyl)-3-(trifluoromethoxy)pyridine [Si](C)(C)(C(C)(C)C)OC1CC(C1)C1=NC=CC=C1OC(F)(F)F